(cyclopentadienyl)(fluorenyl)hafnium dichloride [Cl-].[Cl-].C1(C=CC=C1)[Hf+2]C1=CC=CC=2C3=CC=CC=C3CC12